C(C)(C)(C)OC(=O)N1CC(CCC1)CC=O.O1COC2=C1C=CC(=C2)NC(C)=O N-(benzo[d][1,3]dioxol-5-yl)acetamide tert-butyl-3-(2-oxoethyl)piperidine-1-carboxylate